C(C)OC(=O)C1=CC=2C(=CC=C3C=NC(=NC23)NC)S1 2-(methylamino)thieno[2,3-h]quinazoline-8-carboxylic acid ethyl ester